C(C)(C)(C)OC(=O)N[C@H](C(=O)OC(C)(C)C)CCS(=O)(=N)CCC(C(F)(F)F)C1=CC=C(C=C1)C=1CCC(CC1)C#N tert-butyl (2s)-2-((tert-butoxycarbonyl)amino)-4-(3-(4'-cyano-2',3',4',5'-tetrahydro-[1,1'-biphenyl]-4-yl)-4,4,4-trifluorobutylsulfonimidoyl)butanoate